CN(CC)[Hf] (methyl-ethyl-amino)hafnium